4'-(3,4-diethoxyphenyl)-2,2':6',2''-terpyridine C(C)OC=1C=C(C=CC1OCC)C1=CC(=NC(=C1)C1=NC=CC=C1)C1=NC=CC=C1